1-(4-(difluoromethoxy)phenyl)-N-(6-(1,1-difluoropropyl)pyridin-2-yl)-3-methyl-5-oxo-4,5-dihydro-1H-pyrazole-4-carboxamide FC(OC1=CC=C(C=C1)N1N=C(C(C1=O)C(=O)NC1=NC(=CC=C1)C(CC)(F)F)C)F